N-(tert-butyl)-3-(2-((2-chloro-1H-imidazol-1-yl)methyl)pyrimidin-5-yl)-5-isobutylthiophene-2-sulfonamide C(C)(C)(C)NS(=O)(=O)C=1SC(=CC1C=1C=NC(=NC1)CN1C(=NC=C1)Cl)CC(C)C